4,6-Bis(4-formylphenyl)-1-tert-butoxycarbonyl-1H-pyrrolo[2,3-b]pyridine C(=O)C1=CC=C(C=C1)C1=C2C(=NC(=C1)C1=CC=C(C=C1)C=O)N(C=C2)C(=O)OC(C)(C)C